BrC(C(=O)N1CCC2=CC(=C(C=C12)OC(F)(F)F)F)C1=CC=C(C=C1)Cl 2-bromo-2-(4-chlorophenyl)-1-(5-fluoro-6-(trifluoromethoxy)indolin-1-yl)ethanone